14-(3-(pyrimidin-5-yl)ureido)tetradecanoic acid N1=CN=CC(=C1)NC(NCCCCCCCCCCCCCC(=O)O)=O